FC(C(=O)O)(F)F.NC=1N=CC(=NC1C1=CN=CO1)C=1C=C(C=CC1C([2H])([2H])[2H])S(=O)(=O)NC12CNC(C1)C2 3-(5-Amino-6-(oxazol-5-yl)pyrazin-2-yl)-N-(2-azabicyclo[2.1.1]hexan-4-yl)-4-(methyl-d3)benzenesulfonamide trifluoroacetate salt